ClC1(CCN(CCC1)C1=C(C(=O)NC2=CC(=NC=C2)S(N)(=O)=O)C=C(C=N1)C(F)(F)F)Cl 2-(4,4-dichloro-azepan-1-yl)-N-(2-sulfamoylpyridin-4-yl)-5-(trifluoromethyl)nicotinamide